ClC1=CC=C(S1)CN1CCC2=CC(=CC=C12)NC(C(C)(C)C)=O N-[1-(5-Chlorothiophen-2-ylmethyl)-2,3-dihydro-1H-indol-5-yl]-2,2-dimethylpropionamide